m-tolyl methacrylate C(C(=C)C)(=O)OC=1C=C(C=CC1)C